C1(=CC=CC=2C3=CC=CC=C3NC12)C1=CC=CC2=CC3=CC=CC=C3C=C12 carbazolyl-anthracene